tert-Butyl 5-(2,3-dihydro-1H-inden-4-yl)-6-methoxy-1H-pyrazolo[4,3-b]pyridine-1-carboxylate C1CCC2=C(C=CC=C12)C1=C(C=C2C(=N1)C=NN2C(=O)OC(C)(C)C)OC